C(C(=O)[C@H]([C@@H](C(=O)C(=O)O)O)O)O 2,5-diketo-D-gluconic acid